tert-butyl (S)-4-((S)-(3-chlorophenyl)(hydroxy)methyl)-2,2-dimethylazetidine-1-carboxylate ClC=1C=C(C=CC1)[C@@H]([C@@H]1CC(N1C(=O)OC(C)(C)C)(C)C)O